(S)-7-(3-chloro-4-fluorophenyl)-8-((3-hydroxy-2-methoxypropyl)thio)-6-(trifluoromethyl)quinazoline-2,4(1H,3H)-dione ClC=1C=C(C=CC1F)C1=C(C=C2C(NC(NC2=C1SC[C@H](CO)OC)=O)=O)C(F)(F)F